BrC1=NC(=C(C(=O)N)C=C1)N1C(CC(C1)C)(C)C 6-bromo-2-(2,2,4-trimethylpyrrolidin-1-yl)nicotinamide